C(C)C1C(C(C(C2=CC=CC=C12)CC)CCC)CCCC 1-ethyl-2-butyl-3-propyl-4-ethyl-tetralin